BrC1=C(C=NN1C(F)F)NC(OC(C)(C)C)=O tert-butyl (5-bromo-1-(difluoromethyl)-1H-pyrazol-4-yl)carbamate